F[C@@H]1[C@H](CNCC1)NC1=NC(=CC=C1)C1=CN=C2N1C=CC(=C2)C2=CN=C(N2)C N-((3S,4S)-4-fluoropiperidin-3-yl)-6-(7-(2-methyl-1H-imidazol-5-yl)imidazo[1,2-a]pyridin-3-yl)pyridin-2-amine